2-(5-chloro-2-fluorophenyl)-4-[(4-pyrrolidinyl)amino]pteridine Ethyl-5-(methylcarbamoyl)-4-(1-(pyridazin-4-yl)ethoxy)-1H-pyrrole-2-carboxylate C(C)OC(=O)C=1NC(=C(C1)OC(C)C1=CN=NC=C1)C(NC)=O.ClC=1C=CC(=C(C1)C1=NC2=NC=CN=C2C(=N1)NC1CCNC1)F